NC=1C2=C(N=CN1)N1C(=C2C#CC2=C(C3=C(N(C(=N3)C)C)C=C2F)F)CN(CC1)C1=CC=C(C=C1)C(C(=O)N)=C (4-(4-amino-5-((4,6-difluoro-1,2-dimethyl-1H-benzo[d]imidazol-5-yl)ethynyl)-8,9-dihydropyrazino[1',2':1,5]pyrrolo[2,3-d]pyrimidin-7(6H)-yl)phenyl)acrylamide